OC=1C(C(=C(C(C1)=O)O)Br)=O 2,5-dihydroxyl-6-bromobenzoquinone